3,6-bis(hydroxymethyl)durene OCC1=C(C(C)=C(C(=C1C)C)CO)C